[2-(3-chloro-2-piperazin-1-yl-6-quinolyl)-4-pyridyl]methanamine ClC=1C(=NC2=CC=C(C=C2C1)C1=NC=CC(=C1)CN)N1CCNCC1